NCCOCCCCCCOCCCCN 1,14-Diamino-3,10-dioxatetradecan